methyl 6-((tert-butoxycarbonyl)amino)-4-((3,4-dimethylbenzyl)amino)pyridazine-3-carboxylate C(C)(C)(C)OC(=O)NC1=CC(=C(N=N1)C(=O)OC)NCC1=CC(=C(C=C1)C)C